CN(C(CN(CC[C@@H](C(=O)O)NC1=NC=C(C=N1)C(F)(F)F)CCCCC1=NC=2NCCCC2C=C1)=O)C (S)-4-((2-(dimethylamino)-2-oxoethyl)(4-(5,6,7,8-tetrahydro-1,8-naphthyridin-2-yl)butyl)amino)-2-((5-(trifluoromethyl)pyrimidin-2-yl)amino)butanoic acid